CO[Si](OC)(OC)CCCC1C(=O)OC(C1)=O trimethoxysilylpropylsuccinic anhydride